O=C1NC(CCC1C=1C=CC(=NC1)NCCCC(=O)O)=O 4-[[5-(2,6-Dioxo-3-piperidinyl)-2-pyridinyl]amino]butanoic acid